2-(7-amino-2-methyl-2-phenyl-[1,3]dioxolo[4,5-g]quinolin-6-yl)propan-2-ol NC=1C(=NC=2C=C3C(=CC2C1)OC(O3)(C3=CC=CC=C3)C)C(C)(C)O